N-[[4-[[(2-pyridinylmethyl)amino]methyl]phenyl]methyl]-N-(5,6,7,8-tetrahydro-8-quinolinyl)-pyrazinamide N1=C(C=CC=C1)CNCC1=CC=C(C=C1)CN(C(=O)C1=NC=CN=C1)C1CCCC=2C=CC=NC12